2-bromo-5-formylbenzonitrile BrC1=C(C#N)C=C(C=C1)C=O